N7-[2-methyl-5-(pyridin-4-yl)phenyl]pyrazolo[1,5-a]pyrimidine-3,7-dicarboxamide CC1=C(C=C(C=C1)C1=CC=NC=C1)NC(=O)C1=CC=NC=2N1N=CC2C(=O)N